ClC=1C(NC(=C(N1)C)C)=O 3-chloro-5,6-dimethylpyrazin-2(1H)-one